2-(2-isopropylphenyl)-2-(4-(trifluoromethyl)pyridin-2-yl)acetonitrile C(C)(C)C1=C(C=CC=C1)C(C#N)C1=NC=CC(=C1)C(F)(F)F